C(C)NC=1N=CC2=C(N1)NC=C2C=2C=CC1=C(N(N=N1)CC)C2 N-ethyl-5-(1-ethyl-1H-benzo[d][1,2,3]triazol-6-yl)-7H-pyrrolo[2,3-d]pyrimidin-2-amine